4,5-dibromofuran-2-carboxylic acid BrC=1C=C(OC1Br)C(=O)O